[B].[C] monocarbon boron